C(C)(C)(C)OC1=NC=C(C(=N1)OC(C)(C)C)C1=NC(=NC(=C1)N1C[C@@H](C(C1)(F)F)O)C (S)-1-(2',4'-di-tert-butoxy-2-methyl-[4,5'-bipyrimidin]-6-yl)-4,4-difluoropyrrolidin-3-ol